2-(2,2-diphenylethyl)cycloheptan-1-one C1(=CC=CC=C1)C(CC1C(CCCCC1)=O)C1=CC=CC=C1